Methyl 1-(6-((tert-butoxycarbonyl)amino)hexan-2-yl)-2-(3-(tert-butoxycarbonyl)benzamido)-1H-benzo[d]imidazole-7-carboxylate C(C)(C)(C)OC(=O)NCCCCC(C)N1C(=NC2=C1C(=CC=C2)C(=O)OC)NC(C2=CC(=CC=C2)C(=O)OC(C)(C)C)=O